CC1(OB(OC1(C)C)CC1(CN(CC1)C(=O)OC(C)(C)C)C(=O)OC)C 1-(tert-butyl) 3-methyl 3-((4,4,5,5-tetramethyl-1,3,2-dioxaborolan-2-yl)methyl)pyrrolidine-1,3-dicarboxylate